(+-)-8-exo-ethoxy-exo-tricyclo[5.2.1.0(2,6)]decane C(C)OC1C2C3CCCC3C(C1)C2